S1C=NC(=C1)C1C2CN(CC(C(N1CC1=NC=CC=C1)C=1N=CSC1)C2=O)C 2,4-bis(thiazol-4-yl)-3-(pyridin-2-ylmethyl)-7-methyl-3,7-diaza-bicyclo[3.3.1]nonane-9-one